1-(((R)-1-(3-amino-5-(trifluoromethyl)phenyl)ethyl)amino)-7-((R)-1-methylpiperidine-3-yl)pyrido[3,4-d]pyridazin-4(3H)-one NC=1C=C(C=C(C1)C(F)(F)F)[C@@H](C)NC=1C2=C(C(NN1)=O)C=NC(=C2)[C@H]2CN(CCC2)C